C(C)C(C(C)(C)C(C(=O)O)P(=O)=O)CC.FC1(CCC(CC1)N1C(=NC2=C1C=CC(=C2)C=2C(=NOC2C)C)[C@@H]2CCC(N2C2=CC(=C(C=C2)OC)F)=O)F (S)-5-(1-(4,4-difluorocyclohexyl)-5-(3,5-dimethylisoxazol-4-yl)-1H-benzo[d]imidazol-2-yl)-1-(3-fluoro-4-methoxyphenyl)pyrrolidin-2-one diethylphosphot-butyl-acetate